5-bromo-7-(2-(morpholino)ethoxy)benzofuran-3-carboxylic acid ethyl ester C(C)OC(=O)C1=COC2=C1C=C(C=C2OCCN2CCOCC2)Br